(S)-N-(4-Chloro-3-methylisothiazol-5-yl)-6-(4-ethyl-3-(hydroxymethyl)-5-oxo-4,5-dihydro-1H-1,2,4-triazol-1-yl)-5-fluoro-2-((1,1,1-trifluoropropan-2-yl)oxy)nicotinamide ClC=1C(=NSC1NC(C1=C(N=C(C(=C1)F)N1N=C(N(C1=O)CC)CO)O[C@H](C(F)(F)F)C)=O)C